C(C1=CC=CC=C1)OC=1C=C2C=CC(=CC2=C(C1N1S(NC(C1)=O)(=O)=O)F)OCCCCC(=O)OC methyl 5-[[6-benzyloxy-8-fluoro-7-(1,1,4-trioxo-1,2,5-thiadiazolidin-2-yl)-2-naphthyl]oxy]pentanoate